C(CC)O[Si](O[Si](OCCC)(OCCC)CCCN([Si](C)(C)C)C1=CC=CC=C1)(OCCC)CCCN([Si](C)(C)C)C1=CC=CC=C1 N,N'-((1,1,3,3-tetrapropoxydisiloxane-1,3-diyl)bis(propan-3,1-diyl))bis(1,1,1-trimethyl-N-phenylsilanamine)